5-methoxy-2-pyrazinecarboxhydrazide COC=1N=CC(=NC1)C(=O)NN